ClC=1C=CC(=C(C1)C(C(C(=O)OCC)C(=O)OCC)C(C(=O)OCC)C(=O)OCC)F tetraethyl 2-(5-chloro-2-fluorophenyl)propane-1,1,3,3-tetracarboxylate